2-{3-[(quinolin-3-yl)amino]prop-1-yn-1-yl}-1-(2,2,2-trifluoroethyl)-1H-indol N1=CC(=CC2=CC=CC=C12)NCC#CC=1N(C2=CC=CC=C2C1)CC(F)(F)F